maleimidocaproyl-succinimide C1(C=CC(N1CCCCCC(=O)C1C(=O)NC(C1)=O)=O)=O